C(CC)O[Si](Cl)(OCCC)OCCC tripropoxychlorosilane